4,4-difluoro-3-oxo-2-piperidine-1-ylmethylenebutyric acid ethyl ester C(C)OC(C(C(C(F)F)=O)=CN1CCCCC1)=O